CNC1=C(C=C(C=C1)[N+](=O)[O-])N1C=NC(=C1)C1=C(OC(C(=O)OCC)CCC[C@@H]2SC[C@@H]3NC(N[C@@H]32)=O)C=C(C=C1)C(F)(F)F Ethyl 2-(2-(1-(2-(methylamino)-5-nitrophenyl)-1H-imidazol-4-yl)-5-(trifluoromethyl)phenoxy)-5-((3aS,4S,6aR)-2-oxohexahydro-1H-thieno[3,4-d]imidazol-4-yl)pentanoate